C1NCC12CCC(CC2)C=2C=CC=C1C(=NN(C21)C)C2C(NC(CC2)=O)=O 3-[7-(2-azaspiro[3.5]nonan-7-yl)-1-methyl-indazol-3-yl]piperidine-2,6-dione